1-butoxy-2,2-bis[(3-ethyloxetan-3-yl)methoxymethyl]butane C(CCC)OCC(CC)(COCC1(COC1)CC)COCC1(COC1)CC